{4'-Chloro-5-[(3-fluorophenylamino)methyl]biphenyl-2-yl}carbamic acid ethyl ester C(C)OC(NC1=C(C=C(C=C1)CNC1=CC(=CC=C1)F)C1=CC=C(C=C1)Cl)=O